FC(C=1C(=C=C=C2C(C(C12)F)(F)F)OC=1C=C(C(=O)N)C=C(C1)F)F 3-{5-(difluoromethyl)-7,8,8-trifluorobicyclo[4.2.0]oct-1,3,5-triene-2-enyloxy}-5-fluorobenzamide